1-(7-(((1R,3s,5S)-6,6-difluorobicyclo[3.1.0]hexan-3-yl)oxy)-3,4-dihydroisoquinolin-2(1H)-yl)prop-2-en-1-one FC1([C@H]2CC(C[C@@H]12)OC1=CC=C2CCN(CC2=C1)C(C=C)=O)F